C(C1=CC=CC=C1)N1C([C@H](CS(C2=C1C=C(C(=C2)F)C2=NOC(=N2)C(C(F)(F)F)(OC)F)(=O)=O)NC(OC(C)(C)C)=O)=O tert-butyl N-[(3R)-5-benzyl-8-fluoro-1,1,4-trioxo-7-[5-(1,2,2,2-tetrafluoro-1-methoxy-ethyl)-1,2,4-oxadiazol-3-yl]-2,3-dihydro-1λ6,5-benzothiazepin-3-yl]carbamate